1-methyl-N-(5-(trans-3-(4-(trifluoromethyl)phenyl)cyclobutoxy)-1H-indol-3-yl)-1H-imidazole-2-carboxamide CN1C(=NC=C1)C(=O)NC1=CNC2=CC=C(C=C12)O[C@@H]1C[C@H](C1)C1=CC=C(C=C1)C(F)(F)F